diphenylphosphinic acid 2-phenylbenzimidazol-1-yl ester C1(=CC=CC=C1)C1=NC2=C(N1OP(=O)(C1=CC=CC=C1)C1=CC=CC=C1)C=CC=C2